CN(CC#CC1=CC=C(C=C1)C1=N[C@@H](C=2N(C3=C1C(=C(S3)C)C)C(=NN2)C)CC(=O)OC(C)(C)C)C tert-butyl (R)-2-(4-(4-(3-(dimethylamino)prop-1-yn-1-yl)phenyl)-2,3,9-trimethyl-6H-thieno[3,2-f][1,2,4]triazolo[4,3-a][1,4]diazepin-6-yl)acetate